CC1=C(C(=CC=C1)C)NC N,2,6-trimethylaniline